NC=1NC(C=2N=C(N(C2N1)CC1=CC=C(C=C1)F)CCC(=O)NCCOCCOCCOCCOCCOCCCCCCCl)=O 3-(2-amino-9-(4-fluorobenzyl)-6-oxo-6,9-dihydro-1H-purin-8-yl)-N-(21-chloro-3,6,9,12,15-pentaoxahenicos-1-yl)propanamide